C(C1=CC=CC=C1)NC(=O)C1=C(N(C(=C1)C)C1=CC=C(C=C1)C)C N-Benzyl-2,5-dimethyl-1-(p-tolyl)-1H-pyrrole-3-carboxamide